ClC1=CC(=C(COC2=CC=CC(=N2)C2CCN(CC2)CC2=NC3=C(N2C[C@H]2[C@H](CCC2)OC)C=C(C=C3)C(=O)O)C=C1)F [(4-{6-[(4-chloro-2-fluorobenzyl)oxy]pyridin-2-yl}piperidin-1-yl)methyl]-1-{[(1S,2S)-2-methoxycyclopentyl]methyl}-1H-benzimidazole-6-carboxylic acid